glyceryl monoacrylate C(C=C)(=O)OCC(O)CO